The molecule is a UDP-N-acetyl-D-muramate in which the anomeric centre of the pyranose fragment has alpha-configuration. It is a conjugate acid of an UDP-N-acetyl-alpha-D-muramate(3-). C[C@H](C(=O)O)O[C@@H]1[C@H]([C@H](O[C@@H]([C@H]1O)CO)OP(=O)(O)OP(=O)(O)OC[C@@H]2[C@H]([C@H]([C@@H](O2)N3C=CC(=O)NC3=O)O)O)NC(=O)C